C(C)N1N=C(C(=C1C(=O)O)F)C 1-ethyl-4-fluoro-3-methyl-1H-pyrazole-5-carboxylic acid